C(C)(=O)N[C@@H](CC1=CC=CC2=CC=CC=C12)C(=O)O acetyl-beta-naphthylalanine